FC(C(=C(C(C(=C(F)F)F)(F)F)F)F)(F)F decafluoro-1,4-hexadiene